CNC(CCCCC)O methylamino-hexanol